2,6-dichloro-3-{[(2,2-dimethylpropanoyl)amino]methyl}-N-{1-[5-(trifluoromethyl)pyridin-3-yl]-1H-indazole-4-yl}benzamide ClC1=C(C(=O)NC2=C3C=NN(C3=CC=C2)C=2C=NC=C(C2)C(F)(F)F)C(=CC=C1CNC(C(C)(C)C)=O)Cl